(naphthalene-1-yl)-{4-(naphthalene-1-yl)phenyl}amine C1(=CC=CC2=CC=CC=C12)NC1=CC=C(C=C1)C1=CC=CC2=CC=CC=C12